ClC=1C=C(C=CC1Cl)C1(CNC1)NS(=O)(=O)C1=CC=C(C=C1)OC(F)(F)F N-[3-(3,4-dichlorophenyl)azetidin-3-yl]-4-(trifluoromethoxy)benzenesulfonamide